N1C(=NC2=C1C=CC=C2)[C@H]2N(CCC1=C2N=CN1)C(CC1CC1)=O (S)-1-(4-(1H-benzo[d]imidazol-2-yl)-6,7-dihydro-1H-imidazo[4,5-c]pyridin-5(4H)-yl)-2-cyclopropylethanone